OCC#CC=1C=C2CN(C(C2=CC1)=O)C1C(NC(CC1)=O)=O 3-(5-(3-hydroxyprop-1-yn-1-yl)-1-oxo-isoindolin-2-yl)piperidine-2,6-dione